S1C=NC(=C1)COC1=C(C=C2C=C(NC2=C1)CNC(OC(C)(C)C)=O)OC(F)(F)F tert-butyl ((6-(thiazol-4-ylmethoxy)-5-(trifluoromethoxy)-1H-indol-2-yl)methyl)carbamate